COC1=NC=C(C(=N1)OC)C=1C=C(C=2N(N1)C=CN2)[C@@H]2[C@H](C2)C2=C(C=C(C#N)C=C2F)F 4-((1S,2S)-2-(6-(2,4-dimethoxypyrimidin-5-yl)imidazo[1,2-b]pyridazin-8-yl)cyclopropyl)-3,5-difluorobenzonitrile